2-(2-(2-(4-(6,8-dichloro-2-methyl-1,2,3,4-tetrahydroisoquinolin-4-yl)phenylsulfonylamino)ethoxy)ethyl)terephthalamide ClC=1C=C2C(CN(CC2=C(C1)Cl)C)C1=CC=C(C=C1)S(=O)(=O)NCCOCCC1=C(C(=O)N)C=CC(=C1)C(=O)N